NC1=C(C=C(C(=O)N[C@H](C(=O)NC(C(=O)NN(CC(=O)OCC)C(CF)=O)C2=CC=CC=C2)C(C)(C)C)C=C1)Cl Ethyl N-(2-((S)-2-(4-amino-3-chlorobenzamido)-3,3-dimethylbutanamido)-2-phenylacetamido)-N-(2-fluoroacetyl)glycinate